C(C)S(=O)(=O)C=1C=C(C=NC1C1=NC2=C(C=NC(=C2)C(F)(F)F)N1C)C(C#N)(C)C 2-[5-ethylsulfonyl-6-[3-methyl-6-(trifluoromethyl)imidazo[4,5-c]pyridin-2-yl]-3-pyridyl]-2-methyl-propanenitrile